nonylphenol succinate C(CCC(=O)O)(=O)O.C(CCCCCCCC)C1=C(C=CC=C1)O